(5-chloro-2-(chloromethyl)phenyl)tetrahydrofuran ClC=1C=CC(=C(C1)C1OCCC1)CCl